methyl 4-(4-allylpiperidin-1-yl)-5-azido-2-bromobenzoate C(C=C)C1CCN(CC1)C1=CC(=C(C(=O)OC)C=C1N=[N+]=[N-])Br